FC=1C=C(CN2C[C@@H](N(C[C@H]2C)C2=CC(N(C=3C=CC(=NC23)C#N)C)=O)C)C=CC1OC(F)(F)F 8-((2s,5r)-4-(3-fluoro-4-(trifluoromethoxy)benzyl)-2,5-dimethylpiperazin-1-yl)-5-methyl-6-oxo-5,6-dihydro-1,5-naphthyridine-2-carbonitrile